dioxopyrrolidine-3-sulfonate O=C1C(C(NC1)=O)S(=O)(=O)[O-]